C(CCC)C1CCCC(N1)C=1C=C2CN(C(C2=CC1)=O)C1C(NC(CC1)=O)=O 3-(5-(6-butylpiperidin-2-yl)-1-oxoisoindolin-2-yl)piperidine-2,6-dione